1-bromo-6,7,8,9-tetrahydro-4H-quinolizin-4-one BrC=1C=CC(N2CCCCC12)=O